5-(4-methoxyphenyl)-N-(3-(piperidin-1-yl)propyl)thieno[3,2-b]pyridin-7-amine COC1=CC=C(C=C1)C1=CC(=C2C(=N1)C=CS2)NCCCN2CCCCC2